2,2'-methanediylbis[6-(2H-benzotriazol-2-yl)-4-(2,4,4-trimethylpent-2-yl)phenol] C(C1=C(C(=CC(=C1)C(C)(CC(C)(C)C)C)N1N=C2C(=N1)C=CC=C2)O)C2=C(C(=CC(=C2)C(C)(CC(C)(C)C)C)N2N=C1C(=N2)C=CC=C1)O